ClC1=CC=C(C=C1)NC(=O)N1C2CCC1CC=1N=CN=CC12 N-(4-chlorophenyl)-6,7,8,9-tetrahydro-5H-5,8-epiminocyclohepta[d]pyrimidine-10-carboxamide